tert-butyl 3-{4-[2-(2-ethoxyethoxy)ethoxy]phenyl}-2-(1,4,7,10-tetraazacyclododecan-1-yl)-propanoate C(C)OCCOCCOC1=CC=C(C=C1)CC(C(=O)OC(C)(C)C)N1CCNCCNCCNCC1